C(#N)CCNCCC(C)(C)C N-(2-cyanoethyl)-N-(3,3-dimethylbut-1-yl)-amine